methyl 2-((tert-butoxycarbonyl)amino)-7-((3'-Chloro-4'-fluoro-[1,1'-biphenyl]-2-yl)oxy)-1,2,3,4-tetrahydronaphthalene-2-carboxylate C(C)(C)(C)OC(=O)NC1(CC2=CC(=CC=C2CC1)OC1=C(C=CC=C1)C1=CC(=C(C=C1)F)Cl)C(=O)OC